5-(2-(4-((1-(1-(5-aminoisoquinolin-3-yl)-1H-pyrrolo[2,3-c]pyridin-5-yl)azetidin-3-yl)oxy)piperidin-1-yl)ethoxy)-2-(2,6-dioxopiperidin-3-yl)isoindoline-1,3-dione NC1=C2C=C(N=CC2=CC=C1)N1C=CC=2C1=CN=C(C2)N2CC(C2)OC2CCN(CC2)CCOC=2C=C1C(N(C(C1=CC2)=O)C2C(NC(CC2)=O)=O)=O